N-(1-ethyl-2-oxo-1,2-dihydrobenzo[cd]indol-6-yl)-2,4-difluorobenzenesulfonamide C(C)N1C(C2=C3C(C(=CC=C13)NS(=O)(=O)C1=C(C=C(C=C1)F)F)=CC=C2)=O